Methyl (1R,3R)-3-aminocyclohexane-1-carboxylate hydrochloride Cl.N[C@H]1C[C@@H](CCC1)C(=O)OC